FC1=CC=C(C=C1)N1N=C(C=C1S(=O)C)C(=O)NC1=CC=C(C=C1)C 1-(4-fluorophenyl)-5-(methylsulfinyl)-N-(p-tolyl)-1H-pyrazole-3-carboxamide